perfluorobenzyl-1,2,3,4-tetrahydronaphthalene FC1(C(C(C(C2=C(C(=C(C(=C12)F)F)F)F)(F)F)(F)F)(F)F)C(C1=C(C(=C(C(=C1F)F)F)F)F)(F)F